tert-butyl ({(1r,4r)-4-[6-(1H-pyrazol-4-yl)-2H-indazol-2-yl]cyclohexyl}methyl)carbamate N1N=CC(=C1)C=1C=CC2=CN(N=C2C1)C1CCC(CC1)CNC(OC(C)(C)C)=O